2-cyclohexyl-2-(2-(tris(4-chlorophenyl)silyl)ethyl)-1-ethoxy-3-isobutoxy-propane C1(CCCCC1)C(COCC)(COCC(C)C)CC[Si](C1=CC=C(C=C1)Cl)(C1=CC=C(C=C1)Cl)C1=CC=C(C=C1)Cl